C(C)(=O)O[C@@H]1[C@@H](OC#CC)O[C@@H]([C@H]([C@@H]1OC(C)=O)OC(C)=O)COC(C)=O Propynyl 2,3,4,6-tetra-O-acetyl-alpha-D-mannopyranoside